C(C)C1=C(C(=O)C=2C3=C(SC2NC(CBr)=O)CC(C3)C(=O)OC)C=CC=C1 methyl 3-(2-ethylbenzoyl)-2-(2-bromoacetamido)-4h,5h,6h-cyclopenta[b]thiophene-5-carboxylate